[Rh].[Ir] Iridium-Rhodium